Cl.C1(=CC=C(C=C1)NC(=O)C1CNCC1C1=CC=CC=C1)C1=CC=CC=C1 N-(Biphenyl-4-yl)-4-phenylpyrrolidine-3-carboxamide hydrochloride